guanine succinate C(CCC(=O)O)(=O)O.N1C(N)=NC=2N=CNC2C1=O